C1(=CC=CC=C1)P(CCC(=O)O)C1=CC=CC=C1 3-(Diphenylphosphino)propionic acid